C(C)(C)(C)OC(=O)N1CC(C1)(C)[C@@](C1=CC=C(C=C1)C(C)C)(O)C=1C=NC(=C(C1)C#N)C 3-[(R)-(5-cyano-6-methyl-pyridin-3-yl)-hydroxy-(4-isopropyl-phenyl)-methyl]-3-methyl-azetidine-1-carboxylic acid tert-butyl ester